C(CCC)P(O)(O)=O (n-butyl)phosphonic acid